[1,4]Thiazin-2-amine S1C(C=NC=C1)N